tetrahydrobenzo[c]xanthylium C1CCCC=2C=CC=3C=C4C=CC=CC4=[O+]C3C21